ClC1=C(C=CC=C1)C1=CC2=C([C@H](CCO2)CNC=2C=NC=CC2C(=O)O)C=C1 3-({[(4S)-7-(2-chlorophenyl)-3,4-dihydro-2H-1-benzopyran-4-yl]methyl}amino)pyridine-4-carboxylic acid